O.[OH-].C([O-])([O-])=O.[Li+].[Al+3] aluminum lithium carbonate hydroxide hydrate